COC(=O)C1=NN(C=C1C=O)C1=NC(=CC=C1)CC1=CC(=CC(=C1)C(F)(F)F)F 1-(6-(3-fluoro-5-(trifluoromethyl)benzyl)pyridin-2-yl)-4-formyl-1H-pyrazole-3-carboxylic acid methyl ester